ClC1=C(C=CC=C1C1=NC(=C(C=C1)CNCC(CO)(C)C)OC)C1=C(C(=CC=C1)NC(=O)C=1C(N(C(N(C1)C)=O)C)=O)C N-(2'-chloro-3'-(5-(((3-hydroxy-2,2-dimethylpropyl)amino)methyl)-6-methoxypyridin-2-yl)-2-methyl-[1,1'-biphenyl]-3-yl)-1,3-dimethyl-2,4-dioxo-1,2,3,4-tetrahydropyrimidine-5-carboxamide